3-((4-((2-(cyclopropylamino)-4-phenylthiazol-5-yl)oxy)pyridin-2-yl)amino)benzenesulfonamide C1(CC1)NC=1SC(=C(N1)C1=CC=CC=C1)OC1=CC(=NC=C1)NC=1C=C(C=CC1)S(=O)(=O)N